C(C)(C)(C)OC(=O)N1N=C(C2=CC=C(C=C12)[C@@H]1C[C@@]12C(N(C1=CC=C(C=C21)OC)C(=O)OC(C)(C)C)=O)NC2=NC(=NC=C2Cl)C2CC2 Tert-butyl (1R,2S)-2-[1-(tert-butoxycarbonyl)-3-[(5-chloro-2-cyclopropylpyrimidin-4-yl)amino]indazol-6-yl]-5'-methoxy-2'-oxospiro[cyclopropan-1,3'-indole]-1'-carboxylate